ClC=1C=C2C(=C(C=NC2=CC1)C1CCC(CC1)(F)F)NC1=C(C(=O)O)C=CC=C1 2-[[6-chloro-3-(4,4-difluorocyclohexyl)-4-quinolinyl]amino]benzoic acid